C1(CC1)C(=O)C1=CNC2=NC=C(C=C21)C2=CC(=CC=C2)C(C)C cyclopropyl-(5-(3-isopropylphenyl)-1H-pyrrolo[2,3-b]pyridin-3-yl)methanone